6-Chloro-1-cyclopropyl-2-(4-(difluoromethyl)pyrimidin-5-yl)-1H-benzo[d]imidazol ClC=1C=CC2=C(N(C(=N2)C=2C(=NC=NC2)C(F)F)C2CC2)C1